2-(6-fluoropyridin-2-yl)-5-(trifluoromethyl)-1,3,4-thiadiazole FC1=CC=CC(=N1)C=1SC(=NN1)C(F)(F)F